FC(C1C(C1)C(=O)NC=1N=CC2=C(N=CC(=C2C1)C1=NN2C(C=CC(=C2)N2C[C@@H](OCC2)C)=N1)NC([2H])([2H])[2H])F 2-(difluoromethyl)-N-(8-((methyl-d3)amino)-5-(6-((S)-2-methylmorpholino)-[1,2,4]triazolo[1,5-a]pyridin-2-yl)-2,7-naphthyridin-3-yl)cyclopropane-1-carboxamide